[Fe].N=C1C(N=CC=C1)=N Bis(imino)pyridine Iron